[Li+].C(C=C)(=O)[O-] 2-propenoic acid, lithium salt